ClC=1C=CC(=C(C1)C1=C2C(=NC(=C1)C)C(=CS2)C(=O)[O-])OCCN2C(=NC=1CCC3(CCN(CC3)C)CC1C2=O)C 7-[5-chloranyl-2-[2-[1',2-di(methyl)-4-oxidanylidene-spiro[7,8-dihydro-5H-quinazoline-6,4'-piperidine]-3-yl]ethoxy]phenyl]-5-methyl-thieno[3,2-b]pyridine-3-carboxylate